(5R,8R)-8-{[tert-butyl(dimethyl)silyl]oxy}-5-methyl-5,6,7,8-tetrahydroquinolin-4-ol [Si](C)(C)(C(C)(C)C)O[C@@H]1CC[C@H](C=2C(=CC=NC12)O)C